ClC=1C(=C(C(=CC1)N1N=NN=C1)C=1C=CC(=[N+](C1)[O-])C(C[C@H]1OCCCC1)N1N=CC(=C1)C1=CC=C(C=C1)NC(=O)C1CC1)F |o1:21| 5-(3-Chloro-2-fluoro-6-(1H-tetrazol-1-yl)phenyl)-2-(1-(4-(4-(cyclopropanecarboxamido)phenyl)-1H-pyrazol-1-yl)-2-((S*)-tetrahydro-2H-pyran-2-yl)ethyl)pyridine 1-oxide